C(C)(C)(C)OC(=O)N1C2CC(C3=CC(=C(N=C13)C(OC)OC)CN(C(CN(C)C)=O)C)(C2)F 7-(dimethoxymethyl)-4-fluoro-6-((2-(dimethylamino)-N-methylacetamido)methyl)-3,4-dihydro-2,4-methylene-1,8-naphthyridine-1(2H)-carboxylic acid tert-butyl ester